Germacrene-D C=C1/C=C/[C@H](C(C)C)CC/C(C)=C/CC1